C(C)OC(C1=C(C=CC(=C1)F)Cl)(C=1C(=C2CN(CC2=CC1F)C)Br)CC diethyl-(4-bromo-6-fluoro-2-methyl-2,3-dihydro-1H-isoindol-5-yl)(2-chloro-5-fluorophenyl)methanol